[1-[3-(difluoromethoxy)-1-[3-[[(1R,2R)-2-hydroxyindan-1-yl]carbamoyl]phenyl]propyl]-4,4-diethyl-6-oxo-hexahydropyrimidin-2-ylidene]ammonium FC(OCCC(C1=CC(=CC=C1)C(N[C@H]1[C@@H](CC2=CC=CC=C12)O)=O)N1C(NC(CC1=O)(CC)CC)=[NH2+])F